C(C)C(C(=O)O)CC(C)(F)F 2-ethyl-4,4-difluoropentanoic acid